NC=1C=2N(C=CN1)C(=NC2C2=CC=C(C=C2)C(NC2=NC=CC(=C2)C(F)(F)F)=O)[C@@H]2CC[C@@H]([C@@H](C2)C(=O)O)C(C)C (1R,2R,5R)-5-[8-amino-1-(4-{[4-(trifluoromethyl)pyridin-2-yl]carbamoyl}phenyl)imidazo[1,5-a]pyrazin-3-yl]-2-(1-methylethyl)cyclohexanecarboxylic acid